N-formyl-benzylamine C(=O)NCC1=CC=CC=C1